[Mg].[As] arsenic-magnesium